(S)-5-chloro-4-(2,4-difluorophenyl)-N-(8-fluoro-4-oxo-2,3,4,5-tetrahydropyrido[3,2-b][1,4]oxazepin-3-yl)pyrimidine-2-carboxamide ClC=1C(=NC(=NC1)C(=O)N[C@@H]1C(NC2=C(OC1)C=C(C=N2)F)=O)C2=C(C=C(C=C2)F)F